P(=O)(=O)SP(=O)=O.[Co] Cobalt Phosphosulfide